CN(C(OC1=CC2=C(C(=C(C(O2)=O)CC2=C(C(=CC=C2)NS(NC)(=O)=O)Cl)CN2CCC2)C=C1)=O)C 4-(azetidin-1-ylmethyl)-3-(2-chloro-3-((N-methylsulfamoyl) amino) benzyl)-2-oxo-2H-benzopyran-7-yl dimethylcarbamate